butylcaproate C(CCC)OC(CCCCC)=O